3-(5-fluoro-1-oxo-1H-pyrano[3,4-c]pyridin-3-yl)pyrrolidine-1-carboxylic acid tert-butyl ester C(C)(C)(C)OC(=O)N1CC(CC1)C1=CC=2C(=CN=CC2F)C(O1)=O